ClC=1C=C(C=NNC(N)=N)C=C(C1F)Cl 2-(3,5-dichloro-4-fluorobenzylidene)hydrazine-carboximidamide